C(C)(C)(C)OC(=O)N1CCC(CC1)CNC1=C2CN(C(C2=CC=C1)=O)C1C(NC(CC1)=O)=O 4-(((2-(2,6-dioxopiperidin-3-yl)-1-oxoisoindolin-4-yl)amino)methyl)piperidine-1-carboxylic acid tert-butyl ester